[O-]O.C(C=C(C)C)O prenyl alcohol hydroperoxide